(2R,3R)-2-methylazetidin-3-ol C[C@H]1NC[C@H]1O